ClC1=CC=C2C=CC(=NC2=C1)C=CC1=C(C=CC=C1)C(CCC1=C(C=CC=C1)C(C)(C)O)O 2-(2-(3-(2-(7-chloro-2-quinolyl)-vinyl-phenyl)-3-hydroxypropyl)phenyl)-2-propanol